5-cyclopropyl-3-(p-tolyl)-1,2,4-oxadiazole C1(CC1)C1=NC(=NO1)C1=CC=C(C=C1)C